perfluorophenyl 2-((2-(1-methyl-2,6-dioxopiperidin-3-yl)-1,3-dioxoisoindolin-4-yl)oxy)acetate CN1C(C(CCC1=O)N1C(C2=CC=CC(=C2C1=O)OCC(=O)OC1=C(C(=C(C(=C1F)F)F)F)F)=O)=O